Cl.C[C@@]1(NCCC1)CO [(2S)-2-methylpyrrolidin-2-yl]methanol hydrochloride